Cl.C(C1=CC=CC=C1)C=1C(=NNC1C)C 4-Benzyl-3,5-dimethyl-1H-pyrazole hydrochloride